(R)-(5-(bromomethyl)-2,3-dihydrobenzofuran-3-yl)benzyl carbamate C(N)(O[C@@H](C1=CC=CC=C1)C1COC2=C1C=C(C=C2)CBr)=O